(R)-N-(2-(4-cyanothiazolidine-3-yl)-2-oxoethyl)-6-morpholinoquinoline-4-carboxamide C(#N)[C@H]1N(CSC1)C(CNC(=O)C1=CC=NC2=CC=C(C=C12)N1CCOCC1)=O